2-acetamido-2-desoxy-6-O-sulfo-D-glucopyranose C(C)(=O)N[C@H]1C(O)O[C@@H]([C@H]([C@@H]1O)O)COS(=O)(=O)O